C1(CC1)C1=CN=C(C(=N1)C(=O)OC)NC1=C(C(=CC=C1)C1CCOCC1)OCC(F)(F)F methyl 6-cyclopropyl-3-((3-(tetrahydro-2H-pyran-4-yl)-2-(2,2,2-trifluoroethoxy)phenyl)amino)pyrazine-2-carboxylate